3-carboxy-1-phenylpyridin-1-ium C(=O)(O)C=1C=[N+](C=CC1)C1=CC=CC=C1